CC1=NN2C(N(C([C@H](CC2)NC(=O)C=2N=CC3=C(N2)C2(COCCC2)OC3)=O)C)=C1 N-[(6S)-2,4-Dimethyl-5-oxo-7,8-dihydro-6H-pyrazolo[1,5-a][1,3]diazepin-6-yl]spiro[5H-furo[3,4-d]pyrimidin-7,3'-tetrahydropyran]-2-carboxamid